C(=O)(O)C1=CC=C(C=C1)CCN(CCC1=C(C=CC=C1)OCC1=C(C=C(C=C1)C1=CC=C(C=C1)C(F)(F)F)Cl)C=1C(=NC=2CCCCC2C1)C(=O)O {[2-(4-carboxyphenyl)ethyl][2-(2-([3-chloro-4'-(trifluoromethyl)biphenyl-4-yl]methoxy)phenyl)ethyl]amino}-5,6,7,8-tetrahydro-quinoline-2-carboxylic acid